C(C1=CC=CC=C1)OC(N[C@@H]1[C@H](N(C([C@H]1C)=O)C=1C=C2C=NN(C2=CC1)C1=CC=C(C=C1)F)C1=CC=C(C=C1)OC)=O |r| trans-benzyl(rac-(2R,3S,4S)-1-(1-(4-fluorophenyl)-1H-indazol-5-yl)-2-(4-methoxyphenyl)-4-methyl-5-oxopyrrolidin-3-yl)carbamate